N-{[4-(Aminomethyl)phenyl]methyl}-4-methoxy-1-(2-methylfuran-3-carbonyl)-3-[1-(morpholin-4-carbonyl)-2-(trifluoromethyl)azetidin-3-yl]-1H-pyrazol-5-amin NCC1=CC=C(C=C1)CNC1=C(C(=NN1C(=O)C1=C(OC=C1)C)C1C(N(C1)C(=O)N1CCOCC1)C(F)(F)F)OC